BrC1=CC=C2C=CNC(C2=C1)=O 7-Bromo-1-oxoisoquinolin